OC1(CC(C1)NC1=C2C(=C(N=N1)C1=C(C=C(C=C1)C(F)(F)F)O)SC=C2)C 2-(4-(((1s,3s)-3-hydroxy-3-methylcyclobutyl)amino)thieno[2,3-d]pyridazin-7-yl)-5-(trifluoromethyl)phenol